BrC=1C=C2C(=C(C(N(C2=CC1OC1COCC1)C)=O)C(=O)N)N1CCC(CC1)C1=NC(=NO1)C1=C(C=CC=C1)C 6-bromo-1-methyl-4-{4-[3-(2-methylphenyl)-1,2,4-oxadiazol-5-yl]piperidin-1-yl}-2-oxo-7-[(oxolan-3-yl)oxy]-1,2-dihydroquinoline-3-carboxamide